N-(2-(2-oxa-5-azabicyclo[4.1.0]hept-5-yl)-5-fluoropyrimidin-4-yl)-5-chloropyridazin-3-amine C12OCCN(C2C1)C1=NC=C(C(=N1)NC=1N=NC=C(C1)Cl)F